FC1=CC=C(C=C1)C1=NOC(=N1)C1CCN(CC1)C(CNC(C1=CC=CC=C1)=O)=O N-(2-(4-(3-(4-fluorophenyl)-1,2,4-oxadiazol-5-yl)piperidin-1-yl)-2-oxoethyl)benzamide